C(CCCCCCCCCCCCCCC(C)C)(=O)O.C(CCCCCCCCCCCCCCC(C)C)(=O)O.C(CCCCCCCCCCCCCCC(C)C)(=O)O.CC(CC)(C)C Trimethylpropane Triisostearate